rhodium(III) chloride hydrate O.[Rh](Cl)(Cl)Cl